C(=O)(O)C1=CC=C(C=C1)C1=C2C=CC(C(=C3C=CC(=C(C=4C=CC(=C(C5=CC=C1N5)C5=CC=C(C=C5)C(=O)O)N4)C4=CC=C(C=C4)C(=O)O)N3)C3=CC=C(C=C3)C(=O)O)=N2.[Zn] zinc tetra(4-carboxyphenyl)porphyrin